1,3-bis(t-butyldimethylsilyl)indenylgadolinium [Si](C)(C)(C(C)(C)C)C1C(=C(C2=CC=CC=C12)[Si](C)(C)C(C)(C)C)[Gd]